N1=C(C=CC=C1)C(=O)N1CC(CC1)C(=O)O 1-(pyridin-2-ylcarbonyl)pyrrolidine-3-carboxylic acid